1-Cyclobutyloxy-2-iodobenzene C1(CCC1)OC1=C(C=CC=C1)I